2,6-dimethyloct-7-en CC(C)CCCC(C=C)C